1-(1-(6-(2-aminopyridin-4-yl)quinazolin-4-yl)piperidin-4-yl)pyridin-2(1H)-one NC1=NC=CC(=C1)C=1C=C2C(=NC=NC2=CC1)N1CCC(CC1)N1C(C=CC=C1)=O